1-((S)-1-(3-chlorophenyl)-2-(dimethylamino)ethyl)-4-(5-(2-(trifluoromethyl)morpholinyl)-1H-pyrrolo[2,3-b]pyridin-3-yl)pyridin-2(1H)-one ClC=1C=C(C=CC1)[C@@H](CN(C)C)N1C(C=C(C=C1)C1=CNC2=NC=C(C=C21)N2CC(OCC2)C(F)(F)F)=O